3-(3',4'-dichlorophenyl)-1,1-dimethylurea ClC=1C=C(C=CC1Cl)NC(N(C)C)=O